3-methoxy-9-cyanophenanthrene COC=1C=CC=2C=C(C3=CC=CC=C3C2C1)C#N